C1=CC=CC=2C3=CC=CC=C3C(C12)COC(=O)N([C@@H]1C(N(CC(=C(C1)C)C)[C@H](C(=O)N(CC(=O)O)C)CC1=CC=C(C=C1)C(F)(F)F)=O)C N-((S)-2-((S)-3-((((9H-fluoren-9-yl)methoxy)carbonyl)(methyl)amino)-5,6-dimethyl-2-oxo-2,3,4,7-tetrahydro-1H-azepin-1-yl)-3-(4-(trifluoromethyl)phenyl)propanoyl)-N-methylglycine